N-(2-((5-chloro-2-((2-methoxy-2-(4-(4-methylpiperazin-1-yl)piperidin-1-yl)-5-(methylmethylsulfonamido)phenyl)amino)pyrimidin-4-yl)amino)phenyl)-N-methylmethanesulfonamide ClC=1C(=NC(=NC1)NC1C(C=CC(=C1)N(S(=O)(=O)C)C)(N1CCC(CC1)N1CCN(CC1)C)OC)NC1=C(C=CC=C1)N(S(=O)(=O)C)C